7-hydroxytetrahydroisoquinolinecarboxylic acid OC1=CC=C2CCNC(C2=C1)C(=O)O